ethyl-N-(2-methyl-4-((4-(4-(trifluoromethyl)piperidin-1-yl)phenyl)amino)benzyl)-5-oxopyrrolidine-3-carboxamide C(C)N1CC(CC1=O)C(=O)NCC1=C(C=C(C=C1)NC1=CC=C(C=C1)N1CCC(CC1)C(F)(F)F)C